CC=1N=C(C2=C(N1)OC=C2C(=O)NC2=NC(=CC=C2)C)NC2(CC2)C methyl-4-[(1-methylcyclopropyl)amino]-N-(6-methylpyridin-2-yl)furo[2,3-d]pyrimidine-5-carboxamide